tert-Butyl 3-(7-carbamoyl-2-(1-methyl-1H-pyrazol-4-yl)-1H-indol-4-yl)-5,6-dihydropyridine-1(2H)-carboxylate C(N)(=O)C=1C=CC(=C2C=C(NC12)C=1C=NN(C1)C)C=1CN(CCC1)C(=O)OC(C)(C)C